tert-Butyl 4-fluoro-3-(hydroxymethyl)-1H-indole-1-carboxylate FC1=C2C(=CN(C2=CC=C1)C(=O)OC(C)(C)C)CO